C(C)OC(=O)C1(CC(=NO1)CNC(=O)C1=NC=CC2=CC=CC=C12)CC1=C(C=C(C=C1)F)F.C1(=CC=CC2=CC=CC=C12)NC(CCCCCCC\C=C/CCCCCCCC)=O N-(naphthalene-1-yl)oleamide Ethyl-5-(2,4-difluorobenzyl)-3-((isoquinoline-1-carboxamido)methyl)-4,5-dihydroisoxazole-5-carboxylate